5,5-dipropenylbarbiturate C(=CC)C1(C(NC(NC1=O)=O)=O)C=CC